methyl 7-formyl-3-methyl-2-oxo-1-((2-(trimethylsilyl)ethoxy)methyl)-2,3-dihydro-1H-benzo[d]imidazole-5-carboxylate C(=O)C1=CC(=CC2=C1N(C(N2C)=O)COCC[Si](C)(C)C)C(=O)OC